(2s,6r)-2-(2-methoxy-4-pyridinyl)-6-methyl-morpholine COC1=NC=CC(=C1)[C@H]1CNC[C@H](O1)C